6-nitroquinoline-2,4-diol [N+](=O)([O-])C=1C=C2C(=CC(=NC2=CC1)O)O